4-(3,5-bistrifluoromethylphenyl)-7-(4-trifluoromethylphenyl)thieno[2,3-d]pyridazine FC(C=1C=C(C=C(C1)C(F)(F)F)C1=C2C(=C(N=N1)C1=CC=C(C=C1)C(F)(F)F)SC=C2)(F)F